COC(=O)C=1N=NC=CC1C=1CN(CC1)C(=O)OC(C)(C)C (1-{[(2-methylpropan-2-yl)oxy]carbonyl}-2,5-dihydro-1H-pyrrol-3-yl)-1,2-diazine-3-carboxylic acid methyl ester